fluoro-5-(1-fluorocyclopropyl)-2-(((2R,7aS)-2-fluorotetrahydro-1H-pyrrolizin-7a(5H)-yl)methoxy)-4-methyl-4,5,6,7-tetrahydro-[1,5]oxazocino[4,3,2-de]quinazoline FC1(N(C2=NC(=NC=3C=CC=C(C23)OCC1)OC[C@]12CCCN2C[C@@H](C1)F)C)C1(CC1)F